2-((10-Hydroxy-2-methyldecanoyl)oxy)propane-1,3-diyl dipalmitate C(CCCCCCCCCCCCCCC)(=O)OCC(COC(CCCCCCCCCCCCCCC)=O)OC(C(CCCCCCCCO)C)=O